C(C)(C)(C)OC(=O)N[C@@H]([C@@H](CC1=C(CNC(OC(C)(C)C)=O)C=CC=C1)CNC1=NC=C(C=C1Cl)S(N(C1=NC=NS1)CC1=C(C=C(C=C1)OC)OC)(=O)=O)C tert-butyl (2-{(2S,3R)-3-[(tert-butoxycarbonyl)amino]-2-[({3-chloro-5-[(2,4-dimethoxybenzyl)(1,2,4-thiadiazol-5-yl)sulfamoyl]pyridin-2-yl}amino)methyl]butyl}benzyl)carbamate